3-[({4-[7-(aminocarbonyl)-2H-indazole-2-yl]phenyl}amino)carbonyl]-1-methylpyrrolidinium NC(=O)C1=CC=CC2=CN(N=C12)C1=CC=C(C=C1)NC(=O)C1C[NH+](CC1)C